ClC=1C(=CC(=NC1)OC)C1=CC(=NN1)C(=O)N1CCC(CC1)C(=O)NC1=NC=C(N=C1)C 1-[5-(5-chloro-2-methoxypyridin-4-yl)-1H-pyrazole-3-carbonyl]-N-(5-methylpyrazin-2-yl)piperidine-4-carboxamide